2-(3-cyclopentenyl)-1,3-propanediol C1(CC=CC1)C(CO)CO